ClC=1C(=CC(=NC1)NC1CCOCC1)C1=CC=C2CN(C(C2=C1)=O)[C@@H](C(=O)N[C@H](CO)C1=CC(=NC=C1)OC)C (2R)-2-(6-{5-chloro-2-[(oxan-4-yl)amino]pyridin-4-yl}-1-oxo-2,3-dihydro-1H-isoindol-2-yl)-N-[(1S)-2-hydroxy-1-(2-methoxypyridin-4-yl)ethyl]propanamide